3-((2-bromopyridin-4-yl)oxy)-2,2-dimethylpropan-1-ol BrC1=NC=CC(=C1)OCC(CO)(C)C